4-(((5-fluoro-2-((4-morpholino-phenyl)amino)pyrimidin-4-yl)oxy)methyl)-1-methyl-cyclohexan FC=1C(=NC(=NC1)NC1=CC=C(C=C1)N1CCOCC1)OCC1CCC(CC1)C